(R)-3-(2-(tert-butylamino)-1,1-difluoro-2-oxoethyl)-4-(1,2-dihydroxyethyl)-N-(4-fluoro-3-methylphenyl)benzamide C(C)(C)(C)NC(C(F)(F)C=1C=C(C(=O)NC2=CC(=C(C=C2)F)C)C=CC1[C@H](CO)O)=O